ClC=1C=2N(C=CN1)C(=CN2)C2=C(C(=C(C=C2)OC2=NC=CC=C2)F)F 8-chloro-3-(2,3-difluoro-4-(pyridin-2-yloxy)phenyl)imidazo[1,2-a]pyrazine